ClC1=CC=C2C(=CC(=NC2=C1Cl)CCCN(CC(=O)O)S(=O)(=O)C)C=1C=NNC1 N-(3-(7,8-dichloro-4-(1H-pyrazol-4-yl)quinolin-2-yl)propyl)-N-(methylsulfonyl)glycine